Vinyl methyl carbonate C(OC=C)(OC)=O